N-(3-oxo-1,3-dihydroisobenzofuran-5-yl)nicotinamide O=C1OCC2=CC=C(C=C12)NC(C1=CN=CC=C1)=O